2-(1-(4-(Azetidin-1-yl)cyclohexyl)-1H-pyrazol-4-yl)-8-chloro-7-((2-methyl-1-((2-(trimethylsilyl)ethoxy)methyl)-1H-benzo[d]imidazol-6-yl)oxy)quinoxaline N1(CCC1)C1CCC(CC1)N1N=CC(=C1)C1=NC2=C(C(=CC=C2N=C1)OC=1C=CC2=C(N(C(=N2)C)COCC[Si](C)(C)C)C1)Cl